3-amino-7-(3,5-dichlorophenyl)thieno[3,2-c]pyridine-2-carboxylic acid ethyl ester C(C)OC(=O)C1=C(C=2C=NC=C(C2S1)C1=CC(=CC(=C1)Cl)Cl)N